F[C@@](C(=O)N1[C@H]([C@@H]2[C@H](C1)CCC2)C(=O)N[C@H](C[C@@H]2C(NCC2)=O)C(CF)=O)(C)C2=CC(=CC=C2)F (1R,3aR,6aS)-2-((S)-2-fluoro-2-(3-fluorophenyl)propanoyl)-N-((R)-4-fluoro-3-oxo-1-((R)-2-oxopyrrolidin-3-yl)butan-2-yl)octahydrocyclopenta[c]pyrrole-1-carboxamide